chloro-N-(2-chloro-5-(4-(4-(4-oxopent-2-enoyl)piperazin-1-yl)quinazolin-6-yl)pyridin-3-yl)thiophene-2-sulfonamide ClC1=C(SC=C1)S(=O)(=O)NC=1C(=NC=C(C1)C=1C=C2C(=NC=NC2=CC1)N1CCN(CC1)C(C=CC(C)=O)=O)Cl